tert-butyl (2R,5S)-5-[2-(4-chloro-3-fluorophenoxy)acetamido]-2-(N-hydroxycarbamimidoyl)piperidine-1-carboxylate ClC1=C(C=C(OCC(=O)N[C@H]2CC[C@@H](N(C2)C(=O)OC(C)(C)C)C(NO)=N)C=C1)F